5-Cyclopropyl-6-(3-methoxyphenyl)-2-(1-methyl-1H-imidazol-2-yl)pyrrolo[2,1-f][1,2,4]triazin-4-ol C1(CC1)C=1C(=CN2N=C(N=C(C21)O)C=2N(C=CN2)C)C2=CC(=CC=C2)OC